COC(C1=C(C=CC(=C1)Br)CN)=O 2-(aminomethyl)-5-bromobenzoic acid methyl ester